C(OC1=CC=C(C=C1)[N+](=O)[O-])(O[C@@H]1[C@H](CCC1)SSC1=NC=CC=C1)=O 4-nitrophenyl ((1S,2S)-2-(pyridin-2-yl disulfaneyl)cyclopentyl) carbonate